N-(p-toluenesulfonyl)-L-alanylcarbinol CC1=CC=C(C=C1)S(=O)(=O)N[C@@H](C)C(=O)CO